[2-(4-ethoxy-4-oxo-butyryl)-7-fluoro-6-methoxy-isoindolin-5-yl]boronic acid C(C)OC(CCC(=O)N1CC2=C(C(=C(C=C2C1)B(O)O)OC)F)=O